1,3-dimethyl-pyrrole CN1C=C(C=C1)C